C(C)(C)(C)OC(=O)N1C=CC=2C1=NC(=CC2)OCC2=CC=CC=C2 6-(benzyloxy)-1H-pyrrolo[2,3-b]Pyridine-1-carboxylic acid tert-butyl ester